n-methyl-2-[2-oxo-6-[3-(trifluoromethyl)phenyl]-3H-imidazo[4,5-b]Pyridine-1-yl]Acetamide CNC(CN1C(NC2=NC=C(C=C21)C2=CC(=CC=C2)C(F)(F)F)=O)=O